ClC=1C=C(C=C(C1)Cl)C(=CC(=O)C1=CC=C(C2=CC=CC=C12)C(=O)OC)C(F)(F)F methyl 4-[3-(3,5-dichlorophenyl)-4,4,4-trifluoro-1-oxo-2-buten-1-yl]-1-naphthalenecarboxylate